(6-chloro-2-(2-methoxypropionyl)pyridin-3-yl)carbamic acid tert-butyl ester C(C)(C)(C)OC(NC=1C(=NC(=CC1)Cl)C(C(C)OC)=O)=O